7-fluoro-8-(5-fluoro-3-prop-1-ynyl-1H-indol-7-yl)-1,4,4,9-tetramethyl-5H-imidazo[1,2-a]quinoxaline FC=1C=C2NC(C=3N(C2=C(C1C=1C=C(C=C2C(=CNC12)C#CC)F)C)C(=CN3)C)(C)C